CC1=CC=C(C=C1)S(=O)(=O)O.CC1=CC=C(C=C1)S(=O)(=O)O.FCCCN1CC(CC1)N 1-(3-fluoropropyl)3-aminotetrahydropyrrole di-p-toluenesulfonate